1-Cyclopropylpiperazine hydrochloride Cl.C1(CC1)N1CCNCC1